CC(C#CC)CCCCC dimethyl-octyne